C(C1=CC=CC=C1)NCC(CNC(OC(C)(C)C)=O)O Tert-butyl N-[3-(benzylamino)-2-hydroxy-propyl]carbamate